6-fluoro-5-[4-[(5-fluoro-2-methoxy-3-oxo-4H-quinoxalin-6-yl)methyl]piperazin-1-yl]-N-methyl-pyridine-2-carboxamide FC1=C(C=CC(=N1)C(=O)NC)N1CCN(CC1)CC=1C(=C2NC(C(=NC2=CC1)OC)=O)F